CNC(=O)C1=NC=C(C=C1)N1CCC(CC1)N1CC(CCC1)C1=NC2=CC=CC=C2C(N1)=O N-methyl-5-(3-(4-oxo-3,4-dihydro-quinazolin-2-yl)-[1,4'-bipiperidin]-1'-yl)pyridineamide